[Cl-].C(C)(C)C1=C(C(=CC=C1)C(C)C)C1=CC=CC=2N1C=[N+](C2)C2=C(C=CC=C2C)C 5-(2,6-diisopropylphenyl)-2-(2,6-dimethylphenyl)imidazo[1,5-a]pyridin-2-ium chloride